6-[(1R)-1-Methylpent-4-enoxy]-3-nitro-5-(trifluoromethyl)pyridine-2-carbohydrazide C[C@H](CCC=C)OC1=C(C=C(C(=N1)C(=O)NN)[N+](=O)[O-])C(F)(F)F